C(C)(C)(C)C1=CC=C(C=2C(N=C3N(C12)C1=CC=C(C=C1C3(C)C)C=3C=NN(C3)C3OCCCC3)=O)Cl tert-butyl-4-chloro-7,7-dimethyl-9-(1-(tetrahydro-2H-pyran-2-yl)-1H-pyrazol-4-yl)indolo[1,2-a]quinazolin-5(7H)-one